CC1NC(CC2=C1NC1=CC=CC=C21)C(=O)O 1-methyl-2,3,4,9-tetrahydropyrido[3,4-b]indole-3-formic acid